[Se]=S.[Zn] zinc-selenium sulphide